C(C)(C)(C)OC(=O)N1C[C@@H]2N(CC[C@@H]2[C@H]1C)C(=O)C=1OC(=CN1)C1=CC=NC=C1 (3AR,4R,6aR)-4-methyl-1-(5-(pyridin-4-yl)oxazole-2-carbonyl)hexahydropyrrolo[3,4-b]pyrrole-5(1H)-carboxylic acid tert-butyl ester